(3-(3-formylbenzyl)phenyl)carbamic acid tert-butyl ester C(C)(C)(C)OC(NC1=CC(=CC=C1)CC1=CC(=CC=C1)C=O)=O